ClC1=C(C(=NC2=CC(=C(C=C12)Cl)OC)C)C1=CC=C(C=C1)C1=C(C=C(C=C1)OC(F)(F)F)N1C(CCC1)=O 1-(4'-(4,6-Dichloro-7-methoxy-2-methylquinolin-3-yl)-4-(trifluoromethoxy)-[1,1'-biphenyl]-2-yl)pyrrolidin-2-one